2-Pentylheptyl ((S)-(((2R,3S,5R)-5-(6-amino-2-fluoro-9H-purin-9-yl)-2-ethynyl-3-hydroxytetrahydrofuran-2-yl) methoxy)(phenoxy)phosphoryl)-L-phenylalaninate NC1=C2N=CN(C2=NC(=N1)F)[C@H]1C[C@@H]([C@@](O1)(C#C)CO[P@](=O)(OC1=CC=CC=C1)N[C@@H](CC1=CC=CC=C1)C(=O)OCC(CCCCC)CCCCC)O